(E)-N-((1,2,3,5,6,7-hexahydro-s-indacen-4-yl)carbamoyl)-2-((R)-1-methylpyrrolidin-2-yl)ethene-1-sulfonimidamide C1CCC2=C(C=3CCCC3C=C12)NC(=O)NS(=O)(=N)\C=C\[C@@H]1N(CCC1)C